C(CCCC)C1=CC=CC=2NN=NC21 pentylbenzotriazol